ClC=1C=C(C=CC1O)CC(=O)O 3-chloro-4-hydroxyphenyl-acetic acid